4-tertiary butyl-2,2-bipyridine C(C)(C)(C)C1=CC(=NC=C1)C1=NC=CC=C1